5-((benzo[d]oxazol-6-yloxy)methyl)-2-oxabicyclo[3.1.1]heptan O1C=NC2=C1C=C(C=C2)OCC21CCOC(C2)C1